3,3-dimethyl-4-(1-methyl-1H-pyrrolo[2,3-b]pyridin-4-yl)-7-((5-(piperazin-1-yl)pyridin-2-yl)amino)isoindolin-1-one CC1(NC(C2=C(C=CC(=C12)C1=C2C(=NC=C1)N(C=C2)C)NC2=NC=C(C=C2)N2CCNCC2)=O)C